allyl-(diisopropylamino)dimethyl-silane C(C=C)[Si](C)(C)N(C(C)C)C(C)C